C1(CCCCC1)C1=C(C=CC=C1)NS(=O)(=O)C1=CC=C(C=C1)S(=O)(=O)N(C)C N1-(2-cyclohexylphenyl)-N4,N4-dimethylbenzene-1,4-disulfonamide